C(C)(C)(C)OCCCCOC(C)(CC)C 2-(4-tert-butoxybutoxy)-2-methyl-butane